4-chloro-1-(4-methylbenzyl)piperidine ClC1CCN(CC1)CC1=CC=C(C=C1)C